2-Acryloylthio-n-hexylthio-5-ethylthio-1,3,4-thiadiazole C(C=C)(=O)SC(CSC=1SC(=NN1)SCC)CCCC